C1(=CC=CC=C1)C1C(C2=CC=CC=C2CC1)=O 2-phenyl-3,4-dihydronaphthalenone